N(=[N+]=[N-])CCCCCOCC#C 1-azido-5-(prop-2-yn-1-yloxy)pentane